tert-butyl-3-((3-(((8-isopropyl-2-((1-methylpiperidin-4-yl)oxy)pyrazolo[1,5-a][1,3,5]triazin-4-yl)amino)methyl)phenyl)carbamoyl)pyrrolidine-1-carboxylate C(C)(C)(C)OC(=O)N1CC(CC1)C(NC1=CC(=CC=C1)CNC1=NC(=NC=2N1N=CC2C(C)C)OC2CCN(CC2)C)=O